4-Amino-6-(4-benzyloxy-3,5-dimethoxy-anilino)-2-methylsulfanyl-pyrimidine-5-carboxamide NC1=NC(=NC(=C1C(=O)N)NC1=CC(=C(C(=C1)OC)OCC1=CC=CC=C1)OC)SC